ClC1=C(C=C2C=NN(C2=C1)C=1C=C(C(=C(C1)O)F)F)N1CCN(CC1)S(=O)(=O)C(C)C 5-(6-Chloro-5-(4-(isopropylsulfonyl)piperazin-1-yl)-1H-indazol-1-yl)-2,3-difluorophenol